BrC=1C=CC(=C(C1)C(C(=O)OC)C(C(C)(C)C)=O)O methyl 2-(5-bromo-2-hydroxyphenyl)-4,4-dimethyl-3-oxopentanoate